(S)-(1-cyclopropyl-1H-pyrazol-5-yl)(4-(pyrazolo[1,5-a]pyridin-2-yl)-6,7-dihydro-1H-imidazo[4,5-c]pyridin-5(4H)-yl)methanone C1(CC1)N1N=CC=C1C(=O)N1[C@@H](C2=C(CC1)NC=N2)C2=NN1C(C=CC=C1)=C2